[Br-].C(CCCCCCCCCCCCCCC)[N+](C)(CC)CC Cetyl-Diethyl-Methyl-Ammonium Bromide